C(C)(C)(C)OOC(C)(C)C1=CC(=CC=C1)OOC(C)(C)C 1,3-bis-t-butylperoxy-isopropylbenzene